6-bromo-3-chloro-1-(4-(trifluoromethyl)piperidin-1-yl)isoquinoline BrC=1C=C2C=C(N=C(C2=CC1)N1CCC(CC1)C(F)(F)F)Cl